C(CC)(=O)[C@@H]1[C@@H]2CC[C@H](CN1C(=O)OCC[Si](C)(C)C)N2C(=O)OC(C)(C)C 8-(tert-butyl) 3-(2-(trimethylsilyl)ethyl) (1S,2S,5R)-2-propionyl-3,8-diazabicyclo[3.2.1]octane-3,8-dicarboxylate